NC1=C(C=C(C=N1)C=1C=C(CN2CCN(CC2)CC2CCN(CC2)C=2C=C(C(=O)NC3C(NC(CC3)=O)=O)C=CC2)C=CC1)O[C@H](C)C1=C(C=CC(=C1)F)N1N=CC=N1 3-(4-((4-(3-(6-amino-5-((R)-1-(5-fluoro-2-(2H-1,2,3-triazol-2-yl)phenyl)ethoxy)pyridin-3-yl)benzyl)piperazin-1-yl)methyl)piperidin-1-yl)-N-(2,6-dioxopiperidin-3-yl)benzamide